isopropyl 3-(4-hydroxytetrahydro-2H-pyran-3-yl)propanoate OC1C(COCC1)CCC(=O)OC(C)C